C(CCCCCCC)C(COC(CCCCO[C@@H]1[C@@H](CN(C1)CCCCCO)OCCCCC(=O)OCC(CCCCCCCCCC)CCCCCCCC)=O)CCCCCCCCCC bis(2-octyldodecyl)5,5'-(((3R,4S)-1-(5-hydroxypentyl)pyrrolidine-3,4-diyl)bis(oxy))dipentanoate